CC=1C(=C(C=CC1C1(C2=CC=CC=C2C=2C=CC=CC12)C1=CC=C(C=C1)O)O)C dimethyl-4,4'-(9H-fluoren-9-ylidene)bisphenol